3-((2-acrylamido-2-methylpropyl)dimethylammonio)-1-propanesulfonate C(C=C)(=O)NC(C[N+](CCCS(=O)(=O)[O-])(C)C)(C)C